4-(3,4-dihydroquinolin-1(2H)-yl)-6,7-difluoro-2-hydrazinylquinazoline N1(CCCC2=CC=CC=C12)C1=NC(=NC2=CC(=C(C=C12)F)F)NN